methyl 4-ethyl-3-(N-(5-(methylsulfonyl)-2-(piperidin-3-yl)phenyl)sulfamoyl)benzoate C(C)C1=C(C=C(C(=O)OC)C=C1)S(NC1=C(C=CC(=C1)S(=O)(=O)C)C1CNCCC1)(=O)=O